(E)-N-(2-(6-methoxy-2-oxo-2,3-dihydro-1,3-benzoxazol-3-yl)ethyl)-3-(2-pyridinyl)acrylamide COC1=CC2=C(N(C(O2)=O)CCNC(\C=C\C2=NC=CC=C2)=O)C=C1